CC=1C=CC(=C(C1)C1=CC=CC=C1)C1=C(C=2C(=NC=CC2)N1)CCC(=O)N1CCC(CC1)CC1N(CCNC1)C1=C2C(NC(C2=CC=C1)=O)=O 4-((1-(3-(2-(5-methyl-[1,1'-biphenyl]-2-yl)-1H-pyrrolo[2,3-b]pyridin-3-yl)propionyl)piperidin-4-ylmethyl)piperazin-1-yl)isoindoline-1,3-dione